(7aS,8R)-4-(Difluoromethyl)-6,6-difluoro-2-(4-(2-(3-methoxyoxetan-3-yl)-4-methylpyridin-3-yl)piperidin-1-yl)-8-(piperazin-1-yl)-5,6,7,7a,8,9-hexahydroazeto[1,2-a]pyrido[3,4-f]azepine FC(C1=NC(=CC2=C1CC(C[C@@H]1N2C[C@H]1N1CCNCC1)(F)F)N1CCC(CC1)C=1C(=NC=CC1C)C1(COC1)OC)F